COC1=CC=C(CN(S(=O)(=O)[C@H](C(=O)OCC)CC)CC2=CC=C(C=C2)OC)C=C1 (S)-ethyl 2-(N,N-bis(4-methoxybenzyl)sulfamoyl)butanoate